CC(C(C=O)C1N(CCC1)C)C 3-methyl-1-oxobutan-2-yl-N-methylpyrrolidine